N-(7-(((1R,4R,5S)-2-(4-(2,6-dioxopiperidin-3-yl)-2-fluorophenyl)-2-azabicyclo[2.2.1]hept-5-yl)methyl)-7-azaspiro[3.5]non-2-yl)-3-methoxybenzamide O=C1NC(CCC1C1=CC(=C(C=C1)N1[C@@H]2C[C@@H]([C@H](C1)C2)CN2CCC1(CC(C1)NC(C1=CC(=CC=C1)OC)=O)CC2)F)=O